(S)-N-(4-(2-chlorophenyl)thiazol-2-yl)-5-(3-hydroxypiperidin-1-yl)picolinamide ClC1=C(C=CC=C1)C=1N=C(SC1)NC(C1=NC=C(C=C1)N1C[C@H](CCC1)O)=O